N-((3R,4S)-4-((6-(2,6-dichloro-3,5-di-methoxyphenyl)-8-((2-hydroxyethyl)amino)pyrido[3,4-d]pyrimidin-2-yl)amino)tetrahydrofuran-3-yl)acryl-amide ClC1=C(C(=C(C=C1OC)OC)Cl)C1=CC2=C(N=C(N=C2)N[C@H]2[C@H](COC2)NC(C=C)=O)C(=N1)NCCO